(R)-N-ethyl-N-(2,2,2-trifluoro-1-(4-fluorophenyl)ethyl)-[1,2,4]triazolo[4,3-b]pyridazine-6-sulfonamide C(C)N(S(=O)(=O)C=1C=CC=2N(N1)C=NN2)[C@@H](C(F)(F)F)C2=CC=C(C=C2)F